N1(CCC1)CC1(CC1)NC(C(C)C1=CC(=CC=C1)Cl)=O N-(1-(azetidin-1-ylmethyl)cyclopropyl)-2-(3-chlorophenyl)propanamide